FC(C1=CC=CC=C1)(F)C1=NC(=NC=N1)N [difluoro(phenyl)methyl]-1,3,5-triazin-2-amine